C(C)(C)(C)OC(C(CCCC)N1C(C=C(C(=C1)OC)C1=C(C=CC(=C1)Cl)N1N=NC(=C1)C(F)F)=O)=O 2-[4-{5-chloro-2-[4-(difluoromethyl)-1H-1,2,3-triazol-1-yl]phenyl}-5-methoxy-2-oxopyridin-1(2H)-yl]hexanoic acid tert-butyl ester